(4-hydroxyphenyl)-2,3-dihydroquinazolin-4(1H)-one OC1=CC=C(C=C1)N1CNC(C2=CC=CC=C12)=O